CONC(N(C1=CC=CC=C1)C(C)C)=O (E)-methoxy-1-isopropyl-1-phenylurea